4'-((2,4-diamino-8-methyl-7H-pyrrolo[2,3-h]quinazolin-7-yl)methyl)-[1,1'-biphenyl]-2-carbonitrile NC1=NC2=C3C(=CC=C2C(=N1)N)N(C(=C3)C)CC3=CC=C(C=C3)C=3C(=CC=CC3)C#N